ClC1=NC(=CC(=C1)C1(CCCC1)NS(=O)C(C)(C)C)C1=CC=C(C=C1)F N-(1-(2-chloro-6-(4-fluorophenyl)pyridin-4-yl)cyclopentyl)-2-methylpropane-2-sulfinamide